2-amino-3-(7-cyclopropylthieno[3,2-b]pyridine-2-carboxamido)propanoic acid NC(C(=O)O)CNC(=O)C1=CC2=NC=CC(=C2S1)C1CC1